Tert-Butyl N-[2-[3-(2-aminoethoxy)propoxy]ethyl]carbamate NCCOCCCOCCNC(OC(C)(C)C)=O